2-(5-(3-((2-Chloro-5-(1-(2,2,2-trifluoroethyl)-1H-pyrazol-3-yl)pyridin-4-yl)amino)propoxy)-1-methyl-1H-pyrazol-4-yl)pyrimidin-4-amine ClC1=NC=C(C(=C1)NCCCOC1=C(C=NN1C)C1=NC=CC(=N1)N)C1=NN(C=C1)CC(F)(F)F